8-(1-(2,2-difluoroethyl)-1H-pyrazolo[3,4-b]pyrazin-6-yl)-2-(4,6-dimethylpyridazin-3-yl)-2,8-diazaspiro[4.5]decane FC(CN1N=CC=2C1=NC(=CN2)N2CCC1(CCN(C1)C=1N=NC(=CC1C)C)CC2)F